N1N=CC(=C1)C1=CC=C(ON2N=NC(=C2)C(=O)O)C=C1 (4-(1H-pyrazol-4-yl)phenoxy)-1H-1,2,3-triazole-4-carboxylic acid